OC1=C(C=CC(=C1C)S)C(CC(C)(C)C)=O 1-(2-hydroxy-4-mercapto-3-methylphenyl)-3,3-dimethylbutan-1-one